Cl.NCCNC(=O)C1=CC=C(C=C1)NC(=O)N1C=CC2=C1N=CN=C2N(C)[C@H]2CN(CC[C@H]2C)C(CC#N)=O N-[4-(2-Aminoethylcarbamoyl)phenyl]-4-[[(3R,4R)-1-(2-cyanoacetyl)-4-methyl-3-piperidinyl]-methyl-amino]pyrrolo[2,3-d]pyrimidine-7-carboxamide hydrochloride